COC1=C(C=CC=C1)C(O)C=1NC2=CC=CC=C2C1C1=CC=CC=C1 (2-methoxyphenyl)(3-phenyl-1H-indol-2-yl)methanol